ClC1=NC=C(C(=C1)NC1CCC(CC1)O)C#CC=1C=NN(C1C1CC1)C (1s,4s)-4-((2-chloro-5-((5-cyclopropyl-1-methyl-1H-pyrazol-4-yl)ethynyl)pyridin-4-yl)amino)cyclohexan-1-ol